COC1=CC=C(CO[C@@H]([C@H](COS(=O)(=O)C2=CC=C(C=C2)C)C)C#C[Si](C)(C)C)C=C1 (2S,3S)-4-methylbenzenesulfonic acid 3-((4-methoxybenzyl) oxy)-2-methyl-5-(trimethylsilyl)Pent-4-yn-1-yl ester